C(C1=CC=CC=C1)OC(CCNC(C(CCN(CC(=O)O)CC(=O)O)N(OC(=O)O)CC(=O)O)=O)=O 2,2'-[(4-{[3-(benzyloxy)-3-oxopropyl]amino}-3-[(carboxymethyl)(carboxyoxy)amino]-4-oxobutyl)azanediyl]diacetic acid